2-(2,5-dichlorophenyl)-2-methyl-4-hydroxy-5-amino-3(2H)-furanone ClC1=C(C=C(C=C1)Cl)C1(OC(=C(C1=O)O)N)C